FC(C1=NN=C(O1)C1=CC=C2CN(C(C2=C1)=O)NC1=C(C(=C(C(=C1F)F)F)F)F)F 6-[5-(difluoromethyl)-1,3,4-oxadiazol-2-yl]-2-(pentafluoroanilino)-2,3-dihydro-1H-isoindol-1-one